[N+](=O)(O)[O-].C(C)N1C(N(C=C1)C)C 1-ethyl-2,3-dimethylimidazole nitrate